2-(1-(azidomethyl)cyclopropyl)acetonitrile N(=[N+]=[N-])CC1(CC1)CC#N